tert-butyl 2,4,5,7-tetrahydropyrazolo[3,4-c]pyridine-6-carboxylate N=1NC=C2C1CN(CC2)C(=O)OC(C)(C)C